C1(CC1)CN(NCC1=NC=C(C=C1)C(F)(F)F)C(C)=O N-(cyclopropylmethyl)-N'-((5-(trifluoromethyl)pyridin-2-yl)methyl)acetohydrazide